COC1=CC=C(CN(S(=O)(=O)C=2N=C(NC2)C)CC2=CC=C(C=C2)OC)C=C1 N,N-Bis(4-methoxybenzyl)-2-methyl-1H-imidazole-4-sulfonamide